C(C)(C)(C)OC(N[C@H]1C(N(CC1)C1=NC(=CC(=C1)Cl)N1CCOCC1)=O)=O (R)-(1-(4-chloro-6-morpholinylpyridin-2-yl)-2-oxopyrrolidin-3-yl)carbamic acid tert-butyl ester